C(CC(=O)C)(=O)[O-].C(CCCCCCC\C=C/CCCCCCCC)(=O)[O-].C(C)(C)O[Al+2] monoisopropoxyaluminum monooleate monoacetoacetate